2,2,2-Trifluoro-1-(2-hydroxynaphthalen-1-yl)ethan-1-one FC(C(=O)C1=C(C=CC2=CC=CC=C12)O)(F)F